C(C1=CC=CC=C1)OC(=O)NC1(CC2=C(SC(=C2)C(=O)OCC)CC1)C ethyl 5-(((benzyloxy)carbonyl)amino)-5-methyl-4,5,6,7-tetrahydrobenzo[b]thiophene-2-carboxylate